1-benzyl-4-(benzyloxy)-1H-pyrrolo[2,3-b]pyridine C(C1=CC=CC=C1)N1C=CC=2C1=NC=CC2OCC2=CC=CC=C2